CCCCCCCCCCCCCC=CC(C=CCC)=O eicosa-14,17-dien-16-one